tert-butyl 4-bromo-1H-pyrrolo[2,3-c]pyridine-1-carboxylate BrC1=C2C(=CN=C1)N(C=C2)C(=O)OC(C)(C)C